FC=1C=CC2=C(N(C(N2)=O)CC2=CC=C(C=C2)CC(=O)N(C)C)C1 (4-((6-fluoro-2-oxo-2,3-dihydro-1H-benzo[D]imidazol-1-yl)methyl)phenyl)-N,N-dimethylacetamide